C[Si]1(O[Si](O[Si](O[Si](O1)(C)C)(C)C)(CCC(F)(F)F)C)C 2,2,4,4,6,6,8-heptamethyl-8-(3,3,3-trifluoropropyl)-cyclotetrasiloxane